Cl.C(C(=C)C)(=O)OCCN 2-Aminoethyl methacrylate hydrochloride